NC=1N=NC=C(N1)NCC=1N=C2N(C=C(C=C2N2C(N(C(C2)=O)C)=O)C2CC2)C1 1-(2-(((3-amino-1,2,4-triazin-5-yl)amino)methyl)-6-cyclopropylimidazo[1,2-a]pyridin-8-yl)-3-methylimidazolidine-2,4-dione